C1(CCC1)NC(NC1=C(C(=O)NC([2H])([2H])[2H])C(=CC=N1)NC1=CC=CC=2C=3C(CN(C12)C)=NN(N3)C)=O (3-cyclobutylureido)-4-((2,5-dimethyl-4,5-dihydro-2H-[1,2,3]triazolo[4,5-c]quinolin-6-yl)amino)-N-(methyl-d3)nicotinamide